O1CCN(CC1)C1=CC=CC(=N1)C=1NC(=NN1)C1=C(C=C(C=C1)NS(=O)(=O)C)N1CCC2(CC2)CC1 N-(4-(5-(6-morpholinopyridin-2-yl)-4H-1,2,4-triazol-3-yl)-3-(6-azaspiro[2.5]octan-6-yl)phenyl)methanesulfonamide